BrC1=CC=C(C=C1)C(CC#N)(C)C1=CC=C(C=C1)Br 2,2-bis(4-bromophenyl)cyanopropane